tert-butyl (2S)-2-[1-[(3S)-1-(2-bromoacetyl)pyrrolidin-3-yl]-N-methylformamido]-3-methylbutanoate BrCC(=O)N1C[C@H](CC1)C(=O)N(C)[C@H](C(=O)OC(C)(C)C)C(C)C